NCC1=CC=C(C=C1)NC(=O)C1=CC2=C(OCCC3=C2SC=C3)C=C1C=1C(=NC(=CC1)C(NC(C)CC)=O)C(=O)OC methyl 3-(9-((4-(aminomethyl)phenyl)carbamoyl)-4,5-dihydrobenzo[b]thieno[2,3-d]oxepin-8-yl)-6-(sec-butylcarbamoyl)picolinate